OC[C@H]1O[C@H]([C@@H]([C@H]([C@H]1O)N1N=NC(=C1)C1=CC(=C(C(=C1)F)F)F)O)SC(COC)C1=CC=CC=C1 (2R,3R,4S,5R,6S)-2-(hydroxymethyl)-6-((2-methoxy-1-phenylethyl)thio)-4-(4-(3,4,5-trifluorophenyl)-1H-1,2,3-triazol-1-yl)tetrahydro-2H-pyran-3,5-diol